Thiosulfate sulfur [S+2].S(=S)(=O)([O-])[O-]